ethyl-dihydroxyethyl-methyl-ammonium bromide [Br-].C(C)[NH+](C)CC(O)O